CN(S(=O)(=O)C)C1=NC=CC=C1CNC1=NC(=NC=C1)C1=NC2=C(N1)C=C(C=C2)C N-methyl-N-(3-(((2-(6-methyl-1H-benzo[d]imidazol-2-yl)pyrimidin-4-yl)amino)methyl)pyridin-2-yl)methanesulfonamide